ClC1=CC(=C(C=C1)[C@@]1(OC2=C(O1)C=CC=C2C2CCN(CC2)CC=2N(C(=C(N2)C)C=2N=C(SC2)C(=O)O)C[C@H]2OCC2)C)F 4-(2-((4-((S)-2-(4-chloro-2-fluorophenyl)-2-methylbenzo[d][1,3]dioxol-4-yl)piperidin-1-yl)methyl)-4-methyl-1-(((S)-oxetan-2-yl)methyl)-1H-imidazol-5-yl)thiazole-2-carboxylic acid